N1=C(N=CC=C1)CN1N=C2C=CC(=CC2=C1)C(=O)N (2-pyrimidinylmethyl)-2H-indazole-5-carboxamide